1-(4-((2-oxopyrrolidin-1-yl)methyl)benzyl)-1,3-dihydro-2H-benzo[d]imidazol-2-one O=C1N(CCC1)CC1=CC=C(CN2C(NC3=C2C=CC=C3)=O)C=C1